(Z)-1-(2-fluoro-4-(3-(4-(trifluoromethoxy)phenyl)-1,2,4-oxadiazol-5-yl)phenyl)-3-(3-(2-(1-methoxyethyl)-5-methylphenyl)-4-oxothiazolidin-2-ylidene)urea FC1=C(C=CC(=C1)C1=NC(=NO1)C1=CC=C(C=C1)OC(F)(F)F)NC(=O)\N=C\1/SCC(N1C1=C(C=CC(=C1)C)C(C)OC)=O